TMS-octynol [Si](C)(C)(C)C(C#CO)CCCCC